2-[(3S,3aS,5R)-3,8-dimethyl-1,2,3,3a,4,5,6,7-octahydro-5-azulenyl]-2-propanol C[C@H]1CCC2=C(CC[C@H](C[C@@H]12)C(C)(C)O)C